N,N-Di-isotridecylcyanamide C(CCCCCCCCCC(C)C)N(C#N)CCCCCCCCCCC(C)C